C(C=1C(O)=CC=CC1)(=O)OCCOC(C=1C(O)=CC=CC1)=O ethylene bis-salicylate